C(C)C=1C=C(C=C(C1)C)O 3-ethyl-5-methyl-phenol